L-beta-(3-indolyl)-alpha-aminopropionic acid N1C=C(C2=CC=CC=C12)C[C@@H](C(=O)O)N